N-(4-(2-aminopyrimidin-4-yl)-2-methylbenzyl)-5,6,7,8-tetrahydro-1,6-naphthyridine-2-carboxamide NC1=NC=CC(=N1)C1=CC(=C(CNC(=O)C2=NC=3CCNCC3C=C2)C=C1)C